C(C)N1N=CC=C1C(F)(F)F 1-ethyl-5-(trifluoromethyl)-1H-pyrazol